CC1=CC=C(NC(CC(=O)C)=O)C=C1 p-methyl-N-acetoacetylaniline